3-[[4-(2,6-dimethylphenyl)-5-ethyl-6-[(2R)-4-methyl-2-(spiro[2.3]hexan-5-ylamino)pentoxy]pyrimidin-2-yl]sulfamoyl]benzoic acid CC1=C(C(=CC=C1)C)C1=NC(=NC(=C1CC)OC[C@@H](CC(C)C)NC1CC2(CC2)C1)NS(=O)(=O)C=1C=C(C(=O)O)C=CC1